C(#C)C1=CC(=CS1)C(=O)O 5-ethynylthiophene-3-carboxylic Acid